1-benzyl-N-(3-bromo-5-(methylsulfonamido)phenyl)-2-oxo-2,3-dihydro-1H-benzo[d]imidazole-5-carboxamide C(C1=CC=CC=C1)N1C(NC2=C1C=CC(=C2)C(=O)NC2=CC(=CC(=C2)NS(=O)(=O)C)Br)=O